COC(C1=C(C=C(C(=C1)OC)N)Cl)=O 4-amino-2-chloro-5-methoxybenzoic acid methyl ester